C1(CC1)CN1C(N(C2=CC=CC=C2C1=O)CC1=CC=C(C(=O)NO)C=C1)=O 4-((3-(cyclopropylmethyl)-2,4-dioxo-3,4-dihydroquinazolin-1(2H)-yl)methyl)-N-hydroxybenzamide